O.O=C[C@H](O)[C@@H](O)[C@H](O)[C@H](O)CO glucose, monohydrate